6-(2-((R)-1-(2-(4-chlorophenyl)propan-2-yl)-3-((R or S)-2-(trifluoromethyl)oxetan-2-yl)pyrrolidin-3-yl)ethyl)nicotinonitrile ClC1=CC=C(C=C1)C(C)(C)N1C[C@@](CC1)([C@@]1(OCC1)C(F)(F)F)CCC1=NC=C(C#N)C=C1 |o1:15|